2,3-dihydroxyl-5-nitrobenzaldehyde OC1=C(C=O)C=C(C=C1O)[N+](=O)[O-]